CC=1N=C2N(C=C(N=C2C)NC(=O)C2=NC=C(C=N2)N2C[C@@H](CC2)N(C(OC(C)(C)C)=O)C)C1 tert-butyl (R)-(1-(2-((2,8-dimethylimidazo[1,2-a]pyrazin-6-yl)carbamoyl)pyrimidin-5-yl)pyrrolidin-3-yl)(methyl)carbamate